(2-(2-diphenylphosphanylphenoxy)phenyl)-diphenyl-phosphane C1(=CC=CC=C1)P(C1=C(OC2=C(C=CC=C2)P(C2=CC=CC=C2)C2=CC=CC=C2)C=CC=C1)C1=CC=CC=C1